CC1=NC=2N(C(=C1)[C@H]1COCCC1)N=C(C2)[C@@H]2CC[C@H](CC2)C(F)(F)F 5-methyl-7-[(3S)-oxan-3-yl]-2-[trans-4-(trifluoromethyl)cyclohexyl]pyrazolo[1,5-a]pyrimidine